4-ethyl-tryptophan C(C)C=1C=CC=C2NC=C(C[C@H](N)C(=O)O)C12